4-(styryl)-3-buten-2-one C(=CC1=CC=CC=C1)C=CC(C)=O